N(=O)OCC(C)O 1-(nitrosooxy)-propan-2-ol